C(C)NC=1C=C(C=O)C=CC1NCC 3,4-diethylaminobenzaldehyde